((4,6-dimethyl-2-oxo-1,2-dihydropyridin-3-yl)methyl)-3-(ethyl(tetrahydro-2H-pyran-4-yl)amino)-2-methylbenzamide CC1=C(C(NC(=C1)C)=O)CC1=C(C(=C(C(=O)N)C=C1)C)N(C1CCOCC1)CC